COC1=NC=CC=C1COC=1C=CC2=C(C(=C(S2)C)C(=O)NC(C(=O)N)(C)C)C1 2-({5-[(2-methoxypyridin-3-yl)methoxy]-2-methyl-1-benzothiophen-3-yl}formamido)-2-methylpropanamide